2-chloro-1-methylpyridine iodine salt [I].ClC1N(C=CC=C1)C